C12=CC(=CC=C2CC1)[C@H]([C@H]1O[C@H]([C@@H]([C@@H]1O)O)N1C=CC2=C1N=CN=C2CCO)O (2R,3S,4R,5R)-2-((R)-bicyclo[4.2.0]octa-1,3,5-trien-3-yl(hydroxy)methyl)-5-(4-(2-hydroxyethyl)-7H-pyrrolo[2,3-d]pyrimidin-7-yl)tetrahydrofuran-3,4-diol